CC(CCN1CCC2(CCCN(C2)S(=O)(=O)C=2C=CC(=NC2)NC(CC)=O)CC1)(C)C N-(5-((9-(3,3-Dimethylbutyl)-2,9-diazaspiro[5.5]undecan-2-yl)sulfonyl)pyridin-2-yl)propionamide